CCCCCCCCCCCCCCC(=O)O[C@H](COC(=O)CCCCCCCCCCC)COP(=O)(O)OC[C@H](CO)O 1-dodecanoyl-2-pentadecanoyl-glycero-3-phospho-(1'-sn-glycerol)